C(\C=C/C(=O)OCCO)(=O)OCCO di(2-hydroxyethyl) maleate